2-((2-chloro-6-cyanopyrimidin-4-yl)amino)-N-methylbenzamide ClC1=NC(=CC(=N1)NC1=C(C(=O)NC)C=CC=C1)C#N